(S)-2-((3-cyanopyrazin-2-yl)amino)-4-((2-((5-fluoropyridin-3-yl)oxy)ethyl)(4-(5,6,7,8-tetrahydro-1,8-naphthyridin-2-yl)butyl)amino)butanoic acid C(#N)C=1C(=NC=CN1)N[C@H](C(=O)O)CCN(CCCCC1=NC=2NCCCC2C=C1)CCOC=1C=NC=C(C1)F